C(C)(=O)N1[C@H](COC2=C(C1)C=CC(=C2)C(=O)OC)C2=CC=CC=C2 Methyl (S)-4-acetyl-3-phenyl-2,3,4,5-tetrahydrobenzo[f][1,4]oxazepine-8-carboxylate